ClC=1C=C2C(=CN=CC2=CN1)I 6-chloro-4-iodo-2,7-naphthyridine